(S)-2-(7-chloro-2,2-difluoro-3-oxo-6-(perfluorophenyl)-2,3-dihydro-4H-benzo[b][1,4]oxazin-4-yl)propanoic acid ClC=1C(=CC2=C(OC(C(N2[C@H](C(=O)O)C)=O)(F)F)C1)C1=C(C(=C(C(=C1F)F)F)F)F